N-(3-cyclopropoxy-1-(hydroxy-4-methylcyclohexyl)-1H-pyrazol-4-yl)formamide C1(CC1)OC1=NN(C=C1NC=O)C1(CCC(CC1)C)O